2-Methoxyethylcyanoacetat COCCOC(CC#N)=O